C(C)(C)NC(O[C@H]1C[C@H](CC1)C1=CC(=NN1)NC=O)=O |o1:6,8| rel-(1R,3S)-3-(3-formamido-1H-pyrazol-5-yl)cyclopentyl isopropylcarbamate